N-cyclobutyl-2-nitro-5-(4,4,5,5-tetramethyl-1,3,2-dioxaborolan-2-yl)aniline C1(CCC1)NC1=C(C=CC(=C1)B1OC(C(O1)(C)C)(C)C)[N+](=O)[O-]